(R)-(4-((2-(1H-pyrazol-4-yl)ethyl)amino)-5-chloro-6-methylpyrimidin-2-yl)(2-(3-fluorophenyl)pyrrolidin-1-yl)methanone N1N=CC(=C1)CCNC1=NC(=NC(=C1Cl)C)C(=O)N1[C@H](CCC1)C1=CC(=CC=C1)F